N-[3-[2-(difluoromethoxy)-5-methylsulfanyl-phenyl]-1-[2-[4-(6-oxa-3-azabicyclo[3.1.1]heptan-3-yl)-1-piperidyl]-2-oxo-ethyl]pyrazol-4-yl]pyrazolo[1,5-a]pyrimidine-3-carboxamide FC(OC1=C(C=C(C=C1)SC)C1=NN(C=C1NC(=O)C=1C=NN2C1N=CC=C2)CC(=O)N2CCC(CC2)N2CC1OC(C2)C1)F